5-Bromo-2',3'-dideoxyuridine BrC=1C(NC(N([C@H]2CC[C@@H](CO)O2)C1)=O)=O